trimethylamine N-oxide dihydrate C[N+](C)(C)[O-].O.O